BrC=1C=C(C=CC1F)N\C(=N/O)\C=1C(=NON1)SCC(=O)OC Methyl (Z)-2-((4-(N-(3-bromo-4-fluorophenyl)-N'-hydroxycarbamimidoyl)-1,2,5-oxadiazol-3-yl)thio)acetate